N1(CCNC2=CC=CC=C12)C(=O)N 3,4-dihydroquinoxaline-1(2h)-carboxamide